(1S,3S)-3-((2-methyl-6-(1-methyl-5-((5-(methylsulfonyl)-2H-tetrazol-2-yl)methyl)-1H-1,2,3-triazol-4-yl)pyridin-3-yl)oxy)cyclohexane-1-carboxylic acid CC1=NC(=CC=C1O[C@@H]1C[C@H](CCC1)C(=O)O)C=1N=NN(C1CN1N=C(N=N1)S(=O)(=O)C)C